COC1=CC=C(C=C1)C1=NN2C(=NC=3C=CC(=CC3C2=N1)C(F)(F)F)N[C@H]1C(NCCCC1)=O (3R)-3-{[2-(4-methoxyphenyl)-9-(trifluoromethyl)[1,2,4]triazolo[1,5-c]quinazolin-5-yl]amino}azepan-2-one